ClC=1C=C(C=NC1)NC(=O)NC1=CC(=C(C=C1)F)C(=O)C=1C=C2N=C(C=NC2=CC1)N1CCOCC1 1-(5-chloropyridin-3-yl)-3-(4-fluoro-3-(3-morpholinoquinoxaline-6-carbonyl)phenyl)urea